C(C)OC(C(=CC1CCN(CC1)C(=O)OC(C)(C)C)C1=CC=CC=C1)=O (E) and (Z)-tert-butyl 4-(3-ethoxy-3-oxo-2-phenylprop-1-enyl)piperidine-1-carboxylate